ClC1=C(C=CC=C1)C1C(CCC1)=O 2-(2-chlorophenyl)cyclopentan-1-one